2-[3-ethylsulfonyl-5-(4-fluorophenyl)-2-pyridinyl]-6-(trifluoromethyl)-5H-imidazo[1,2-a][3,1]Benzothiazine C(C)S(=O)(=O)C=1C(=NC=C(C1)C1=CC=C(C=C1)F)C=1N=C2N(C3=C(CS2)C(=CC=C3)C(F)(F)F)C1